7-phenyl-1-(3,4,5-trimethoxyphenyl)-3,4-dihydropyrrolo[1,2-a]pyrazine C1(=CC=CC=C1)C=1C=C2N(CCN=C2C2=CC(=C(C(=C2)OC)OC)OC)C1